CN(C=1C=C2C=CC(=CC2=CC1)C(=O)N[C@@H](CCCNC(CF)=N)C=1OC(=CN1)C1=CC=CC=C1)C (S)-6-(Dimethylamino)-N-(4-(2-fluoroacetimidamido)-1-(5-phenyloxazol-2-yl)butyl)-2-naphthamide